1,3,5-triazine-2-propionic acid N1=C(N=CN=C1)CCC(=O)O